2,6-bis(4-carboxyphenyl)pyridine-4-formic acid C(=O)(O)C1=CC=C(C=C1)C1=NC(=CC(=C1)C(=O)O)C1=CC=C(C=C1)C(=O)O